C1=NC=C(C2=CC=CC=C12)B(O)O 4-Isoquinolineboronic acid